CN1C=CC=2C1=NC=C(C2)[N+](=O)[O-] 1-methyl-5-nitro-1H-pyrrolo[2,3-b]pyridine